C1(=C(C=CC=C1)N(C1=CC=2C3(C4=CC=CC=C4C2C=C1)C1=CC=CC=C1C=1C=CC=CC13)C1=CC=3C(C2=CC=CC=C2C3C=C1)(C)C)C1=CC=CC=C1 N-([1,1'-biphenyl]-2-yl)-N-(9,9-dimethyl-9H-fluoren-2-yl)-9,9'-spirobi[fluoren]-2-amin